NITROPHENYL-ACRYLAMIDE [N+](=O)([O-])C=C(C(=O)N)C1=CC=CC=C1